CC1=C(C(=C(C=2C3=CC=C(C=C3NC12)C)C)C)C1=C(C=CC=C1)N 1,3,4,7-tetramethyl-2-(2'-aminophenyl)-9H-carbazole